zinc bis(8-hydroxyquinoline-2-carbaldehyde) OC=1C=CC=C2C=CC(=NC12)C=O.OC=1C=CC=C2C=CC(=NC12)C=O.[Zn]